(N-phenyl)-γ-aminopropyltrimethoxysilane C1(=CC=CC=C1)NCCC[Si](OC)(OC)OC